Ethyl 2-oxo-1,2-dihydroquinoline-3-carboxylate O=C1NC2=CC=CC=C2C=C1C(=O)OCC